3-(3-chloro-5-fluorophenyl)-6,7-difluoro-1-trifluoromethyl-5,6,7,8-tetrahydroimidazolo[1,5-a]pyridin-8-ol ClC=1C=C(C=C(C1)F)C1=NC(=C2N1CC(C(C2O)F)F)C(F)(F)F